Methyl 6-bromo-1-cyclopropyl-indazole-5-carboxylate BrC1=C(C=C2C=NN(C2=C1)C1CC1)C(=O)OC